C(C)(C)(C)P(C1=CC(=CC(=C1)C(C)(C)C)C(C)(C)C)C(C)(C)C di-t-butyl-(3,5-di-(t-butyl)phenyl)phosphine